C(#N)C1=CC=2N(N=C1)C(=CC2)C(=O)NC2=CC1=CN(N=C1C=C2C(C)(C)O)C2CCC(CC2)CN2CCNCC2 3-cyano-N-(6-(2-hydroxypropan-2-yl)-2-((1r,4r)-4-(piperazin-1-ylmethyl)cyclohexyl)-2H-indazol-5-yl)pyrrolo[1,2-b]pyridazine-7-carboxamide